N(=[N+]=[N-])[C@]1([C@H]([C@H]([C@@H](O1)N1C(=O)N=C(N)C=C1)O)O)CO 4'-Azido-cytidine